ClC=1C=C(C=CC1)C=1N=C(NC1C)CC=1SC=CC1 4-(3-chlorophenyl)-5-methyl-2-(2-thienylmethyl)imidazole